(+/-)-N5-((1R,5S,6r)-3-oxabicyclo[3.1.0]Hex-6-yl)-1-(1-(3-(2-hydroxyethoxy)phenyl)ethyl)-N3-Methyl-1H-Pyrazole-3,5-dicarboxamide [C@H]12COC[C@@H]2C1NC(=O)C1=CC(=NN1C(C)C1=CC(=CC=C1)OCCO)C(=O)NC